O=CC(=O)[O-] (oxo)acetate